γ-(4-trifluoromethyl-benzyl)-proline FC(C1=CC=C(CC2C[C@H](NC2)C(=O)O)C=C1)(F)F